hexahydro-4,8-methano-1H,3H-benzo[1,2-c:4,5-c']difuran-1,3,5,7-tetraone C1(C2C(C(O1)=O)C1C3C(C(OC3=O)=O)C2C1)=O